C1C(C1)NC(C1=CC=CC=C1)=O N-2-cyclopropylbenzamide